CN(C(OC(C)(C)C)=O)[C@@H]1COC2=C1C=NC(=C2)C(F)(F)F tert-butyl (S)-methyl(6-(trifluoromethyl)-2,3-dihydrofuro[3,2-c]pyridin-3-yl)carbamate